[Sn]=[Te].[Ge] germanium tin telluride